C(CCCCCCCC#N)#N nonandinitrile